(2R,3S,5S)-5-(4,6-diamino-3-methyl-pyrazolo[3,4-d]pyrimidin-1-yl)-2-ethynyl-2-(hydroxymethyl)tetrahydrofuran-3-ol NC1=C2C(=NC(=N1)N)N(N=C2C)[C@@H]2C[C@@H]([C@](O2)(CO)C#C)O